4-((4-((4-amino-5,7-dimethylpyrido[2,3-d]pyrimidin-2-yl)amino)piperidin-1-yl)methyl)benzonitrile NC=1C2=C(N=C(N1)NC1CCN(CC1)CC1=CC=C(C#N)C=C1)N=C(C=C2C)C